2-ethyl-N-((1r,4r)-4-((3-(6-methylpyridin-3-yl)-2-oxo-2,3-dihydro-1H-benzo[d]imidazol-1-yl)methyl)cyclohexyl)-2H-indazole-3-carboxamide C(C)N1N=C2C=CC=CC2=C1C(=O)NC1CCC(CC1)CN1C(N(C2=C1C=CC=C2)C=2C=NC(=CC2)C)=O